(3S)-3-(2-{3-[(5-fluoro-1,4,5,6-tetrahydropyrimidin-2-yl)amino]-5-hydroxybenzamido}acetamido)-3-[3-(pentafluorosulfanyl)phenyl]propanoic acid FC1CN=C(NC1)NC=1C=C(C(=O)NCC(=O)N[C@@H](CC(=O)O)C2=CC(=CC=C2)S(F)(F)(F)(F)F)C=C(C1)O